ClC1=CC(=C(CN2C3=C(OCC2=O)C=CC(=C3)C(=O)NO)C=C1)F 4-(4-chloro-2-fluorobenzyl)-N-hydroxy-3-oxo-3,4-dihydro-2H-benzo[b][1,4]oxazine-6-carboxamide